BrC=1C=C2C(=NC=NC2=CC1)N1CCC(CC1)N1C(C=CC=C1)=O 1-(1-(6-bromoquinazolin-4-yl)piperidin-4-yl)pyridin-2(1H)-one